N[C@@H](CCO)C1=NC2=C(N1[C@@H]1C[C@H](C1)OC)C=CC(=C2)C=2C(=NOC2C)C (S)-3-amino-3-(5-(3,5-dimethylisoxazol-4-yl)-1-((trans)-3-methoxycyclobutyl)-1H-benzo[d]imidazol-2-yl)propan-1-ol